CC=1C=C(C=CC1C)C1=CC(=CC=C1)[C@H](C(=O)N1CC2=C(N=C(NC2=O)C2(CC2)C2=CC=CC=C2)CC1)O (R)-6-(2-(3',4'-dimethyl-[1,1'-biphenyl]-3-yl)-2-hydroxyacetyl)-2-(1-phenylcyclopropyl)-5,6,7,8-tetrahydropyrido[4,3-d]pyrimidin-4(3H)-one